COC(=O)C1=C(NC(=C1S(=O)(=O)Cl)C)C methyl-4-(chlorosulfonyl)-2,5-dimethyl-1H-pyrrole-3-carboxylate